piperidin-1-yl-(piperidin-4-yl)methanone hydrochloride Cl.N1(CCCCC1)C(=O)C1CCNCC1